5-(2-Neopentyl-1H-pyrrolo[2,3-b]pyridin-4-yl)-1H-indazol-3-amine C(C(C)(C)C)C1=CC=2C(=NC=CC2C=2C=C3C(=NNC3=CC2)N)N1